CCNC(C(=C)CCCC)=O N-2-ethylbutyl-acrylamide